C1(=CC=CC=C1)C=1N(C2=CC=C(C=C2C1C1=CC=CC=C1)F)C(C(=C)C)=O 2,3-diphenyl-5-fluoro-N-(methacryloyl)indole